N1(CCCC1)C1=C(N)C=CC=C1 2-(pyrrolidin-1-yl)aniline